7-(4-((2-(2-aminoethoxy)ethyl)carbamoyl)-2,6-dimethyl-phenyl)-3-(3-(naphthalen-1-yloxy)propyl)pyrazolo[1,5-a]pyridine-2-carboxylic acid hydrochloride Cl.NCCOCCNC(=O)C1=CC(=C(C(=C1)C)C1=CC=CC=2N1N=C(C2CCCOC2=CC=CC1=CC=CC=C21)C(=O)O)C